N,N'-di(2,6-diisopropylphenyl)carbodiimide C(C)(C)C1=C(C(=CC=C1)C(C)C)N=C=NC1=C(C=CC=C1C(C)C)C(C)C